(R)-N-((S)-1-(4-(3,3-dimethyl-2-oxoindolin-1-yl)piperidin-1-yl)-1-oxo-4-phenylbutan-2-yl)piperidine-3-carboxamide glutaric acid salt C(CCCC(=O)O)(=O)O.CC1(C(N(C2=CC=CC=C12)C1CCN(CC1)C([C@H](CCC1=CC=CC=C1)NC(=O)[C@H]1CNCCC1)=O)=O)C